N1=C(C=CC=C1)CNC(=O)C1CCNCC1 N-(pyridin-2-ylmethyl)piperidine-4-carboxamide